FC1=C(C(=CC=C1)C)N1N=C2C(=CC1=O)NN=C2C2=CC=C(C=C2)OCC2NCCNC2 5-(2-Fluoro-6-methylphenyl)-3-(4-(piperazin-2-ylmethoxy)phenyl)-1H-pyrazolo[4,3-c]pyridazin-6(5H)-on